5-(4-chlorobenzyl)-2-(2,6-dimethylpyridin-4-yl)-8-isopropyl-2,5,8-triazaspiro[3.5]nonane-6,9-dione ClC1=CC=C(CN2C3(CN(C3)C3=CC(=NC(=C3)C)C)C(N(CC2=O)C(C)C)=O)C=C1